1-Nonyl-3-Methylpyrrolidinium fluorid methyl-1-(6-chloropyridin-3-yl)-4-((pyridin-3-ylamino)methyl)-1H-pyrazole-3-acetate COC(CC1=NN(C=C1CNC=1C=NC=CC1)C=1C=NC(=CC1)Cl)=O.[F-].C(CCCCCCCC)[NH+]1CC(CC1)C